6-{7-Methoxyimidazo[1,2-a]pyridin-3-yl}-N-{[4-(2-methyl-2H-1,2,3,4-tetrazol-5-yl)phenyl]methyl}pyrimidin-4-amine COC1=CC=2N(C=C1)C(=CN2)C2=CC(=NC=N2)NCC2=CC=C(C=C2)C=2N=NN(N2)C